4-oxo-6-phenyl-2-thioxo-1,2,3,4-tetrahydropyrimidine-5-carbonitrile O=C1NC(NC(=C1C#N)C1=CC=CC=C1)=S